CN(C1=NC(=C(C(=N1)O)C)C)C 2-(dimethylamino)-5,6-dimethylpyrimidin-4-ol